6-(3-isopropyl-1H-pyrrolo[2,3-b]pyridin-5-yl)-8-(pyrrolidin-2-yl)-3,4-dihydroisoquinolin C(C)(C)C1=CNC2=NC=C(C=C21)C=2C=C1CCN=CC1=C(C2)C2NCCC2